8-(1-(2,2-difluoroethyl)-1H-pyrazolo[3,4-b]pyrazin-6-yl)-4-methyl-2-(4-(trifluoromethyl)pyridin-2-yl)-2,8-diazaspiro[4.5]decane FC(CN1N=CC=2C1=NC(=CN2)N2CCC1(C(CN(C1)C1=NC=CC(=C1)C(F)(F)F)C)CC2)F